P(=O)([O-])([O-])[O-].C(C=C)[N+](C)(C)CC=C.C(C=C)[N+](CC=C)(C)C.C(C=C)[N+](CC=C)(C)C diallyldimethyl-ammonium phosphate